4-(4-propenoylpiperazin-1-yl)-6-fluoro-7-(2-fluoro-4-methoxyphenyl)-1-(2-isopropylphenyl)quinolin-2(1H)-one C(C=C)(=O)N1CCN(CC1)C1=CC(N(C2=CC(=C(C=C12)F)C1=C(C=C(C=C1)OC)F)C1=C(C=CC=C1)C(C)C)=O